N'-(1,4-dimethylpentyl)-p-phenylenediamine CC(CCC(C)C)NC1=CC=C(C=C1)N